COC1=NC=CC(=C1)C=1C=CC2=C(CCO2)C1NC(=O)N=S(=O)(N)C=1C=NN2C1OC(C2)C N'-((5-(2-methoxypyridin-4-yl)-2,3-dihydrobenzofuran-4-yl)carbamoyl)-2-methyl-2,3-dihydropyrazolo[5,1-b]oxazole-7-sulfonimidamide